bis(2,6-difluorophenyl)borane tert-butyl-(R)-3-(phenylsulfonamido)-1-oxa-8-azaspiro[4.5]decane-8-carboxylate C(C)(C)(C)OC(=O)N1CCC2(C[C@H](CO2)NS(=O)(=O)C2=CC=CC=C2)CC1.FC1=C(C(=CC=C1)F)BC1=C(C=CC=C1F)F